tert-Butyl (4-(4-amino-7-(3-methylisoxazol-5-yl)pyrrolo[2,1-F][1,2,4]triazin-5-yl)-2-methoxyphenyl)carbamate NC1=NC=NN2C1=C(C=C2C2=CC(=NO2)C)C2=CC(=C(C=C2)NC(OC(C)(C)C)=O)OC